3-hydroxy-2-(5-iodo-4-methyl-1H-pyrazol-1-yl)-2-methylpropyl 4-methylbenzenesulfonate CC1=CC=C(C=C1)S(=O)(=O)OCC(CO)(C)N1N=CC(=C1I)C